CC1=C(C=NC=2OCCNC21)N2CC=1N=C(N=CC1CC2)NC2=CC=C(C=C2)CC(=O)N2CC1(COC1)C2 2-{4-[(7-{8-methyl-1H,2H,3H-pyrido[2,3-b][1,4]oxazin-7-yl}-5H,6H,7H,8H-pyrido[3,4-d]pyrimidin-2-yl)amino]phenyl}-1-{2-oxa-6-azaspiro[3.3]heptan-6-yl}ethan-1-one